2,2'-bis(2-bromophenyl)-4,4',5,5'-tetrakis(4-ethoxycarbonylphenyl)-1,2'-biimiDazole BrC1=C(C=CC=C1)C=1N(C(=C(N1)C1=CC=C(C=C1)C(=O)OCC)C1=CC=C(C=C1)C(=O)OCC)C1(N=C(C(=N1)C1=CC=C(C=C1)C(=O)OCC)C1=CC=C(C=C1)C(=O)OCC)C1=C(C=CC=C1)Br